C(C)(C)(C)OC1=NC=C(C(=N1)OC(C)(C)C)C=1C=C2C(=NN1)N(N=C2O[C@@H](C(F)F)C2=NC=CC(=C2)OCC(F)(F)F)C 5-(2,4-ditert-butoxypyrimidin-5-yl)-3-[(1R)-2,2-difluoro-1-[4-(2,2,2-trifluoroethoxy)-2-pyridyl]ethoxy]-1-methyl-pyrazolo[3,4-c]pyridazine